C1(CC1)NC(=O)[C@@H]1CC[C@@H](CC1)OC1=C2C=NC=NC2=CC(=C1)N1CCOCC1 cis-N-cyclopropyl-4-((7-morpholinoquinazolin-5-yl)oxy)cyclohexanecarboxamide